1-(4-(6-(2-(2,5-dimethyl-1H-pyrrol-1-yl)-[1,2,4]triazolo[1,5-a]pyridin-7-yl)pyrazin-2-yl)-1H-pyrazol-1-yl)-1-(4-fluorophenyl)-2-methylpropan-2-ol CC=1N(C(=CC1)C)C1=NN2C(C=C(C=C2)C2=CN=CC(=N2)C=2C=NN(C2)C(C(C)(O)C)C2=CC=C(C=C2)F)=N1